ClC1=C(C(=CC(=C1)F)Cl)C=1C=CC(=C2C=CC=NC12)C[C@@H]1N=C([C@H](N=C1OC)C(C)C)OC 8-(2,6-dichloro-4-fluorophenyl)-5-(((2S,5R)-5-isopropyl-3,6-dimethoxy-2,5-dihydropyrazin-2-yl)methyl)quinoline